BrC1=CC(=CC2=C1N(C(=N2)C)C[C@H](CN(C(OC(C)(C)C)=O)C)OC)F tert-butyl N-[(2R)-3-(7-bromo-5-fluoro-2-methyl-benzimidazol-1-yl)-2-methoxy-propyl]-N-methyl-carbamate